C(C1=CC=CC=C1)OC(=O)N[C@H](C(=O)[O-])[C@H](CC)C.C1(CCCCC1)[NH2+]C1CCCCC1 N-cyclohexylcyclohexanaminium (2S,3S)-2-{[(benzyloxy)carbonyl]amino}-3-methylpentanoate